(R)-((2R,5R)-5-(4-Chlorobenzyl)pyrrolidin-2-yl)(5-fluoropyridin-3-yl)-methanol dihydrochloride Cl.Cl.ClC1=CC=C(C[C@H]2CC[C@@H](N2)[C@H](O)C=2C=NC=C(C2)F)C=C1